3-(2,6-Difluoro-4-methoxyphenyl)-6-fluoro-1-benzothiophene-2-carboxylic acid FC1=C(C(=CC(=C1)OC)F)C1=C(SC2=C1C=CC(=C2)F)C(=O)O